methyl (1S,3R)-1-(4-(adamantan-1-ylamino)phenyl)-6-methoxy-2-propioloyl-1,2,3,4-tetrahydroisoquinoline-3-carboxylate C12(CC3CC(CC(C1)C3)C2)NC2=CC=C(C=C2)[C@@H]2N([C@H](CC3=CC(=CC=C23)OC)C(=O)OC)C(C#C)=O